N-[(6S)-2-[(3S,4S)-3-amino-4-(methoxymethyl)pyrrolidin-1-yl]-5,6,7,8-tetrahydroquinolin-6-yl]-1-ethyl-1H-pyrrolo[2,3-b]pyridine-5-carboxamide N[C@@H]1CN(C[C@@H]1COC)C1=NC=2CC[C@@H](CC2C=C1)NC(=O)C=1C=C2C(=NC1)N(C=C2)CC